BrC1=CC=C(S1)C1(CN(CC1)C(=O)OC(C)(C)C)OC tert-butyl 3-(5-bromothiophen-2-yl)-3-methoxypyrrolidine-1-carboxylate